C1(CCC1)OC=1C(=CC=2C(N1)=NN(C2)C21COC(C2)(C1)C)C(=O)NC=1C(N(C=CC1)[C@H]1[C@H](C1)F)=O |r| racemic-6-cyclobutoxy-N-(1-(cis-2-fluorocyclopropyl)-2-oxo-1,2-dihydropyridin-3-yl)-2-(1-methyl-2-oxabicyclo[2.1.1]hex-4-yl)-2H-pyrazolo[3,4-b]pyridine-5-carboxamide